ClC1=C(C[C@@H]2N(OCC2)C2=CC(=NC=N2)NC=2C(=CC(=C(C2)NC(C=C)=O)N2CCN(CC2)C2CC2)OC)C=CC=C1F N-(5-((6-((S)-3-(2-chloro-3-fluorobenzyl)isoxazolidine-2-yl)pyrimidine-4-yl)amino)-2-(4-cyclopropylpiperazine-1-yl)-4-methoxyphenyl)acrylamide